FC(C(=O)[O-])(F)F.C[NH2+]CC=O N-methyl-2-oxoethan-1-aminium 2,2,2-trifluoroacetate